ClC=1C(N(C(NC1)=O)CC1=NC(=NO1)CCC1=CC=C(C=C1)Cl)=O 5-chloro-3-((3-(4-chlorophenethyl)-1,2,4-oxadiazol-5-yl)methyl)pyrimidine-2,4(1H,3H)-dione